FC1=CC=C(C=C1)NC(CC)=O N-(4-fluorophenyl)propanamide